CN1C(C2=CC=CC=C2C1)CN (2-methyl-2,3-dihydro-1H-isoindol-1-yl)methylamine